methyl 2-((1-(3-ethyl-4,7-dimethyl-5-oxo-4,5-dihydroimidazo[1,5-a]quinazolin-9-yl)ethyl)amino)benzoate C(C)C=1N=CN2C1N(C(C1=CC(=CC(=C21)C(C)NC2=C(C(=O)OC)C=CC=C2)C)=O)C